BrC=1C=C2C(NC(=NC2=C(C1)C)C1(CCN(CC1)C(=O)OC(C)(C)C)F)=O tert-butyl 4-(6-bromo-8-methyl-4-oxo-3,4-dihydroquinazoline-2-yl)-4-fluoropiperidine-1-carboxylate